O-(6-bromo-4-methylpyridin-3-yl) methylthio thiocarbonate C(OC=1C=NC(=CC1C)Br)(OSC)=S